FC=1C=C2C=CN=CC2=CC1CCNC(OC(C)(C)C)=O Tert-butyl (2-(6-fluoroisoquinolin-7-yl)ethyl)carbamate